ClC=1C=CC2=C(N=C(S2)C2CC3(CC(C3)NC(=O)C3=CC(=NC=C3)S(=O)(=O)CC3CC3)C2)C1 N-[6-(5-chloro-1,3-benzothiazol-2-yl)spiro[3.3]heptan-2-yl]-2-(cyclopropylmethylsulfonyl)pyridine-4-carboxamide